CC=1C(=C(C=C(C1)C)O)C=1N=NC(=CC1)N1[C@@H]2[C@@H](OCC1)COCC2 |r| 3,5-dimethyl-2-[6-[rac-(4aR,8aS)-3,4a,5,7,8,8a-hexahydro-2H-pyrano[3,4-b][1,4]oxazin-1-yl]pyridazin-3-yl]phenol